C(CN(CC)CC(CCCCCCCC)CCCCCCCC(=O)O)N(CC)CC(CCCCCCCC)CCCCCCCC(=O)O.C(C)C1(COC1)COCC1(COC1)CC 3-ethyl-3-[{(3-ethyloxetan-3-yl)methoxy}methyl]oxetan (ethane-1,2-diylbis(ethylazanediyl))bis(decane-1,2-diyl)dioctanoate